cis-Methyl 3-((5-cyclohexyl-1-(morpholine-4-carbonyl)piperidin-3-yl)sulfonyl)benzoate C1(CCCCC1)[C@@H]1C[C@@H](CN(C1)C(=O)N1CCOCC1)S(=O)(=O)C=1C=C(C(=O)OC)C=CC1